CS(=O)(=O)OCC1C(C1)C(=O)OC methyl 2-(((methylsulfonyl)oxy)methyl)cyclopropane-1-carboxylate